3-(5-(((1S,2S)-2-(3-(1H-indol-3-yl)azetidin-1-yl)-cyclohexyl)oxy)-1-oxoisoindolin-2-yl)piperidine-2,6-dione N1C=C(C2=CC=CC=C12)C1CN(C1)[C@@H]1[C@H](CCCC1)OC=1C=C2CN(C(C2=CC1)=O)C1C(NC(CC1)=O)=O